cis-3-fluoro-4-((4-((5-hydroxyoxepan-4-yl)oxy)-5-(trifluoromethyl)pyrimidin-2-yl)amino)benzenesulfonamide FC=1C=C(C=CC1NC1=NC=C(C(=N1)O[C@@H]1CCOCC[C@@H]1O)C(F)(F)F)S(=O)(=O)N